C1=CSC(=C1)N thiophenamine